5-benzyl-6-oxo-5,6-dihydro-4H-thieno[2,3-c]pyrrol C(C1=CC=CC=C1)N1C(C2=C(C1)C=CS2)=O